(S)-N-(1-(3,5-dimethoxyphenyl)ethoxy)-6-(4-ethoxyphenyl)pyrazine-2-carboxamide COC=1C=C(C=C(C1)OC)[C@H](C)ONC(=O)C1=NC(=CN=C1)C1=CC=C(C=C1)OCC